2-(4-(trifluoromethoxy)phenyl)thiazole-4-carboxylic acid ethyl ester C(C)OC(=O)C=1N=C(SC1)C1=CC=C(C=C1)OC(F)(F)F